butyl 4-(cyano(4-fluorophenyl)methyl)piperidine-1-carboxylate C(#N)C(C1CCN(CC1)C(=O)OCCCC)C1=CC=C(C=C1)F